NC1=CC(=C(C=C1)C1=NN(C2=CC=C(C=C12)C(=O)NC1=CC=C(C=C1)OCC1CC1)C)C 3-(4-Amino-2-methylphenyl)-N-(4-(cyclopropylmethoxy)phenyl)-1-methyl-1H-indazole-5-carboxamide